C(C1=CC=CC=C1)OC1CC(C1)OC1CC2(C1)CCN(CC2)C(=O)OCC2=CC=CC=C2 benzyl 2-(3-benzyloxycyclobutoxy)-7-azaspiro[3.5]nonane-7-carboxylate